Diazen-1,2-diylbis(piperidin-1-yl-methanone) N(=NC(=O)N1CCCCC1)C(=O)N1CCCCC1